C(C1=CC=CC=C1)(C1=CC=CC=C1)N(C=1N(C(C(=C(N1)C(=O)NC=1C=NC=NC1)O)=O)C)C 2-(benzhydryl(methyl)amino)-5-hydroxy-1-methyl-6-oxo-N-(pyrimidin-5-yl)-1,6-dihydropyrimidine-4-carboxamide